Boc-Tyrosinol C(=O)(OC(C)(C)C)N[C@@H](CC1=CC=C(C=C1)O)CO